C1(=CC=CC=C1)C1=NC(=NC(=N1)C1=CC=CC=C1)C1=CC=C(C=C1C1=CC=C(C=C1)N1C2=CC=C(C=C2C=2C=C(C=CC12)C1=CC=CC=C1)C1=CC=CC=C1)C=1SC2=C(N1)C=CC=C2 2-(6-(4,6-diphenyl-1,3,5-triazin-2-yl)-4'-(3,6-diphenyl-9H-carbazol-9-yl)-[1,1'-biphenyl]-3-yl)benzo[d]thiazole